C(CCCCCCCCCCC)C(CO)CCCCCCCCCCCCCC 2-dodecylhexadecanol